CCN[C@@H](CCC(=O)O)C(=O)O N-(2-ethyl)-glutamic acid